C(#N)C=1C(=NC(=CC1N1CC(C1)N1C[C@H](N(CC1)C(=O)OCC1=CC=CC=C1)CC#N)N1CCC(CC1)C1=C(C=NN1C)C)C(F)(F)F benzyl (R)-4-(1-(3-cyano-6-(4-(1,4-dimethyl-1H-pyrazol-5-yl)piperidin-1-yl)-2-(trifluoromethyl)pyridin-4-yl)azetidin-3-yl)-2-(cyanomethyl)piperazine-1-carboxylate